(S)-5-(4-chloro-3-fluorophenyl)-N-(3-(1-(2-(4-methyl-2-oxo-1,2-dihydroquinolin-6-yl)acetyl)piperidin-4-yl)-1-(methylamino)-1-oxopropan-2-yl)picolinamide ClC1=C(C=C(C=C1)C=1C=CC(=NC1)C(=O)N[C@H](C(=O)NC)CC1CCN(CC1)C(CC=1C=C2C(=CC(NC2=CC1)=O)C)=O)F